(S)-10-(4-((tert-butyldimethylsilyl)oxy)but-1-yn-1-yl)-4-ethyl-8-fluoro-4-hydroxy-9-methyl-1H-pyrano[3',4':6,7]indolizino[1,2-b]quinoline-3,14(4H,12H)-dione [Si](C)(C)(C(C)(C)C)OCCC#CC=1C=2C=C3C(=NC2C=C(C1C)F)C1=CC2=C(C(N1C3)=O)COC([C@]2(O)CC)=O